(cis)-N-(1-(2-(methyl(2-(p-tolyloxy)ethyl)amino)-2-oxoethyl)-1H-pyrazol-4-yl)-4-phenoxycyclohexanecarboxamide hydrochloride Cl.CN(C(CN1N=CC(=C1)NC(=O)[C@@H]1CC[C@@H](CC1)OC1=CC=CC=C1)=O)CCOC1=CC=C(C=C1)C